5-(2-ethylhexanoyl)oxymethyl-3,3,5-trimethyl-2-morpholinone C(C)C(C(=O)OCC1(COC(C(N1)(C)C)=O)C)CCCC